(S)-3-(1-(5-(difluoromethoxy)-6-ethoxypyridin-2-yl)-2-(methylsulfonyl)ethyl)-6-(2-fluorophenyl)-7-methyl-1H-imidazo[4,5-b]pyridin-2(3H)-one FC(OC=1C=CC(=NC1OCC)[C@@H](CS(=O)(=O)C)N1C(NC=2C1=NC=C(C2C)C2=C(C=CC=C2)F)=O)F